3-azabicyclo[3.2.0]heptan-6-amine C12CNCC2C(C1)N